benzyl (4aR,7aR)-2,2-dimethylhexahydropyrrolo[3,4-d][1,3]oxazine-6(4H)-carboxylate [(S)-mandelate] C([C@@H](O)C1=CC=CC=C1)(=O)O.CC1(OC[C@H]2[C@@H](N1)CN(C2)C(=O)OCC2=CC=CC=C2)C